COC=1C=C(C=C(C1S(=O)(=O)Cl)OC)C1=CC=CC=C1 3,5-Dimethoxy-[1,1-biphenyl]-4-sulfonyl chloride